CC1C(N(CCN1C1COC1)CC1=C(C=C(C=C1)C=1C=2N(C=C(N1)C=1C=NN(C1)C)N=CC2)C)=O 3-methyl-1-(2-methyl-4-(6-(1-methyl-1H-pyrazol-4-yl)pyrazolo[1,5-a]pyrazin-4-yl)benzyl)-4-(oxetan-3-yl)piperazin-2-one